(3-(2-amino-6-(methylamino)pyrimidin-4-yl)cyclobutyl)-2,5-difluorobenzenesulfonamide NC1=NC(=CC(=N1)C1CC(C1)C=1C(=C(C=C(C1)F)S(=O)(=O)N)F)NC